C12(CC3CC(CC(C1)C3)C2)NC(CCCCCCCC2=C3CN(C(C3=CC=C2)=O)C2C(NC(CC2)=O)=O)=O N-(adamantan-1-yl)-8-(2-(2,6-dioxopiperidin-3-yl)-1-oxoisoindolin-4-yl)octanamide